2-(3-fluoroazetidin-1-yl)-6-(methylsulfinyl)-4-(4-((R*)-tetrahydrofuran-3-yl)phenyl)pyridine-3,5-dicarbonitrile FC1CN(C1)C1=NC(=C(C(=C1C#N)C1=CC=C(C=C1)[C@@H]1COCC1)C#N)S(=O)C |o1:19|